N1C(=CC=2C1=CN=CC2)\C=C\2/C(NC1=CC(=C(C=C21)C2=C(C1=C(OCCN1)N=C2)C)F)=O (Z)-3-((1H-pyrrolo[2,3-c]pyridin-2-yl)methylene)-6-fluoro-5-(8-methyl-2,3-dihydro-1H-pyrido[2,3-b][1,4]oxazin-7-yl)indolin-2-one